CC1=C(C(=CC=C1)C)OC1=C(C=CC=C1C)C 2,6-dimethyl-phenyloxide